ethyl butylacetylaminopropanoate CCCCN(CCC(=O)OCC)C(=O)C